ClC1=CC=C(OCCN2CCN(CCC2)C=2C=C(C=NC2)O)C=C1 5-(4-(2-(4-chlorophenoxy)ethyl)-1,4-diazepan-1-yl)-3-hydroxypyridine